N-(2-(2-aminoethoxy)ethyl)-2-(cycloocta-2-yn-1-yloxy)acetamide NCCOCCNC(COC1C#CCCCCC1)=O